ClC1=C(C(=O)N(C)C)C=CC(=C1)N1CCN(CC1)C1CC2(CN(C2)S(=O)(=O)C2=C(C=CC=C2)Cl)C1 2-chloro-4-(4-(2-(2-chlorophenylsulfonyl)-2-azaspiro[3.3]heptan-6-yl)piperazin-1-yl)-N,N-dimethylbenzamide